lauric acid dimethylaminopropylamide CN(C)CCCNC(CCCCCCCCCCC)=O